FC1(CCC(CC1)C1=NC=CC(=C1NC(=O)C=1C=NC(=NC1)C(C)C)C(=C)C)F N-(2-(4,4-difluorocyclohexyl)-4-(prop-1-en-2-yl)pyridin-3-yl)-2-isopropylpyrimidine-5-carboxamide